C(CCC)C=1C(=C(C(=C(C1C(=O)[O-])C(=O)[O-])CCCC)C(=O)[O-])CCCC tributyltrimellitate